NC1=NC=C(C2=C1C(=NN2C)C2=CC(=C(C=C2)NS(=O)(=O)C(F)F)OCC2=CC=C(C=C2)F)C=2C=NN(C2)CCO N-(4-(4-amino-7-(1-(2-hydroxyethyl)-1H-pyrazol-4-yl)-1-methyl-1H-pyrazolo[4,3-c]pyridin-3-yl)-2-((4-fluorobenzyl)oxy)phenyl)-1,1-difluoromethane-sulfonamide